2-(2-chlorophenyl)-N-(4-{4-[(trans)-2,5-dimethylpyrrolidin-1-yl]-1H-pyrazol-1-yl}-3-Sulfamoylphenyl)acetamide ClC1=C(C=CC=C1)CC(=O)NC1=CC(=C(C=C1)N1N=CC(=C1)N1[C@H](CC[C@@H]1C)C)S(N)(=O)=O